N[C@](C(=O)O)(CC1=C(C=C(C=C1)B(O)O)C#N)C (S)-2-amino-3-(4-borono-2-cyanophenyl)-2-methylpropanoic acid